5-[2-Isopropyl-5-(trifluoromethyl)imidazo[4,5-b]pyridin-3-yl]indolin C(C)(C)C1=NC=2C(=NC(=CC2)C(F)(F)F)N1C=1C=C2CCNC2=CC1